ClC1=CC=C(C(=N1)C(=O)O)NC(C)C=1C=C(C=C2C(N(C(=NC12)N1CC(C1)(F)F)C)=O)F 6-chloro-3-[1-[2-(3,3-difluoroazetidin-1-yl)-6-fluoro-3-methyl-4-oxoquinazolin-8-yl]ethyl-amino]pyridine-2-carboxylic acid